C(C)(C)OC1=CC=C(C(=O)NC=2C=CC=C3C(=CC=NC23)C=2C=NN(C2)C(=O)N(C)C)C=C1 4-(8-(4-isopropoxybenzamido)quinolin-4-yl)-N,N-dimethyl-1H-pyrazole-1-carboxamide